C(#N)[C@H]1N(CSC1)C(CNC(=O)C1=CC=NC2=CC=C(C=C12)N1CCOCC1)=O (R,S)-N-(2-(4-cyanothiazolidin-3-yl)-2-oxoethyl)-6-morpholinoquinoline-4-carboxamide